(S)-2-Methyl-7-((R)-3-methylmorpholin-4-yl)-1-oxazol-5-ylmethyl-2-trifluoromethyl-2,3-dihydro-1H-imidazo[1,2-a]-pyrimidin-5-one C[C@@]1(N(C=2N(C(C=C(N2)N2[C@@H](COCC2)C)=O)C1)CC1=CN=CO1)C(F)(F)F